[O-]CCCC.C(C)CC(CC(=O)[O-])=O.C(C)CC(CC(=O)[O-])=O.C(C)CC(CC(=O)[O-])=O.[Zr+4] zirconium tri(ethylacetoacetate) mono-n-butoxide